C1(CC1)[C@H](C)NC=1C2=C(N=C(N1)C1=C(C(=CC(=C1F)OC)OC)F)C=NC(=C2)N[C@H]2[C@H](COC2)NC(C=C)=O N-((3R,4S)-4-((4-(((S)-1-cyclopropylethyl)amino)-2-(2,6-difluoro-3,5-dimethoxyphenyl)pyrido[3,4-d]pyrimidin-6-yl)amino)tetrahydrofuran-3-yl)acrylamide